Cl.C(#N)/C=C/C1=CC(=C(C(=C1)C)NC1=NC(=NC=C1)NC1=CC=C(C#N)C=C1)C 4-[[4-[[4-[(E)-2-cyanoethenyl]-2,6-dimethylphenyl]amino]-2-pyrimidinyl]amino]benzonitrile monohydrochloride